1-boc-(4-benzyl)piperazine C(=O)(OC(C)(C)C)N1CCN(CC1)CC1=CC=CC=C1